FC=1C=C(C=C(C1)OCC(C)(C)O)C1=CC=C(C(=N1)N1C(C[C@@H](C1)C)(C)C)C(=O)N 6-[3-fluoro-5-(2-hydroxy-2-methyl-propoxy)phenyl]-2-[(4S)-2,2,4-trimethylpyrrolidin-1-yl]pyridin-3-carboxamid